(S)-N-((S)-2-(dimethylamino)-3-(2-oxo-2,3-dihydrobenzo[d]oxazol-6-yl)propyl)-3-phenylbutyramide CN([C@H](CNC(C[C@H](C)C1=CC=CC=C1)=O)CC1=CC2=C(NC(O2)=O)C=C1)C